CC1=CC=C2C(=N1)C(C(N2)=O)(C([2H])([2H])[2H])C([2H])([2H])[2H] 5-methyl-3,3-di(methyl-d3)-1,3-dihydro-2H-pyrrolo[3,2-b]pyridin-2-one